2-(3-methoxy-4-methylphenyl)acetonitrile COC=1C=C(C=CC1C)CC#N